methylenediphenyl-dimethylurea C=CN(C(=O)N(C)C1=CC=CC=C1)C1=CC=CC=C1